C(C)(C)(C)OC(=O)N1CCN(CC1)C1=C(C=C(C(=C1)O)F)F 4-(2,4-difluoro-5-hydroxyphenyl)piperazine-1-carboxylic acid tert-butyl ester